1-(1-(3,4-Difluoro-5-hydroxy-phenyl)-1H-indazol-5-yl)-N-methylazetidine-3-sulfonamide FC=1C=C(C=C(C1F)O)N1N=CC2=CC(=CC=C12)N1CC(C1)S(=O)(=O)NC